C(C=1C(C(=O)O)=CC=CC1)(=O)O.CC(C(=O)NC1=CC2=NC3=C(C=CC=C3C2=CC=C1)CNCC(C)C)(C)C 7-(2,2-dimethylpropanoyl)amino-4-(isobutyl)aminomethylcyclohepta[7,6-b]indole phthalate